N-(5-methoxy-2-(5-phenyl-1,4-diazepan-1-yl)pyrimidin-4-yl)-1H-indazol-5-amine COC=1C(=NC(=NC1)N1CCNC(CC1)C1=CC=CC=C1)NC=1C=C2C=NNC2=CC1